C(=O)(O)C1=CC=C(C=C1)C1=C(C=C(C(=C1)C1=CC=C(C=C1)C(=O)O)C1=CC=C(C=C1)C(=O)O)C1=CC=C(C=C1)C(=O)O 1,2,4,5-tetrakis(4-carboxylphenyl)benzene